N-(1-(3-chloro-4-(2,6-dioxopiperidin-3-yl)phenyl)azetidin-3-yl)-2-(4-chlorophenyl)-2,2-difluoroacetamide ClC=1C=C(C=CC1C1C(NC(CC1)=O)=O)N1CC(C1)NC(C(F)(F)C1=CC=C(C=C1)Cl)=O